D-3,6-dipropyl-1,4-dioxane-2,5-dione C(CC)[C@@H]1C(OC(C(O1)=O)CCC)=O